(S)-4-benzyl-3-(3-methylbutyryl)oxazolidin-2-one C(C1=CC=CC=C1)[C@@H]1N(C(OC1)=O)C(CC(C)C)=O